ClC1=C(C(=C(C=C1)C1=C(C(=CC=C1)Cl)Cl)Cl)Cl 1,2,3-trichloro-4-(2,3-dichlorophenyl)benzene